CC(CN)[C@H]1CC[C@H]2[C@@H]3CC=C4C[C@H](CC[C@]4(C)[C@H]3CC[C@]12C)O 20-Methyl-amino-5-pregnen-3β-ol